C(N)(=N)C=1N=CSC1 4-carbamimidoylthiazol